BrC=1C(=C(N)C=CC1)OCCN(C)C 3-bromo-2-(2-(dimethylamino)ethoxy)aniline